2-amino-3-[4-(trifluoromethyl)thiophen-2-yl]propanoic acid NC(C(=O)O)CC=1SC=C(C1)C(F)(F)F